C(C)(C)(C)OC(NC(C(=O)NC)CC=C)=O (1-(methylamino)-1-oxopent-4-en-2-yl)carbamic acid tert-butyl ester